(1r,4r)-4-((2,6-dimethoxypyridin-3-yl)carbamoyl)-4-(2-isopropylphenyl)-1-(methyl-d3)cyclohexane-1-carboxylic acid COC1=NC(=CC=C1NC(=O)C1(CCC(CC1)(C(=O)O)C([2H])([2H])[2H])C1=C(C=CC=C1)C(C)C)OC